5-(2-methoxy-1,1-dimethyl-ethyl)thiophene-3-carboxylic acid COCC(C)(C)C1=CC(=CS1)C(=O)O